1-[4-[7-(3-amino-6-methoxy-1-isoquinolinyl)-6-chloro-quinazolin-4-yl]piperazin-1-yl]prop-2-en-1-one NC=1N=C(C2=CC=C(C=C2C1)OC)C1=C(C=C2C(=NC=NC2=C1)N1CCN(CC1)C(C=C)=O)Cl